6-(4-chlorophenyl)-N-(1-hydroxy-prop-2-yl)-3-oxo-2-(pyridin-3-yl)-2,3-dihydropyridazine-4-carboxamide ClC1=CC=C(C=C1)C=1C=C(C(N(N1)C=1C=NC=CC1)=O)C(=O)NC(CO)C